1,3-bis(2,6-diisopropylphenyl)-1,4-dihydroquinazolin-3-ium-2-ide copper(I) chloride [Cu]Cl.C(C)(C)C1=C(C(=CC=C1)C(C)C)N1[C-]=[N+](CC2=CC=CC=C12)C1=C(C=CC=C1C(C)C)C(C)C